CN1C=2N(CCCC1=O)N=C(C2)C2CCOCC2 4-methyl-2-(tetrahydro-2H-pyran-4-yl)-7,8-dihydro-4H-pyrazolo[1,5-a][1,3]diazepin-5(6H)-one